ClCCCCCCC#CCCCCCC(OCC)OCC 14-chloro-1,1-diethoxy-7-tetradecyne